COC1=C(C=C(C=C1)C1=C(C(=O)OC)C=CC=N1)[N+](=O)[O-] methyl 2-(4-methoxy-3-nitrophenyl)nicotinate